(R)-N-cyclopropyl-5-(2-(5-fluoro-2-(2-methoxyethoxy)phenyl)pyrrolidin-1-yl)pyrazolo[1,5-a]pyrimidine-3-carboxamide C1(CC1)NC(=O)C=1C=NN2C1N=C(C=C2)N2[C@H](CCC2)C2=C(C=CC(=C2)F)OCCOC